ClC1=CC(=CC=2N1C=NC2I)S(=O)(=O)NC2(CC2)C#N 5-chloro-N-(1-cyanocyclopropyl)-1-iodoimidazo[1,5-a]pyridine-7-sulfonamide